FC(C1=CC=C(C=C1)C1=NN=C(C2=CC=CC=C12)NCC1(C(CCC1)O)O)(F)F 1-(((4-(4-(trifluoromethyl)phenyl)phthalazin-1-yl)amino)methyl)cyclopentane-1,2-diol